COC=1C=CC2=C(CCNCC2)C1 8-methoxy-2,3,4,5-tetrahydro-1H-benzo[d]azepin